tert-butyl (1R,3s,5S)-3-((1,2,4-triazin-3-yl)amino)-8-azabicyclo[3.2.1]octane-8-carboxylate N1=NC(=NC=C1)NC1C[C@H]2CC[C@@H](C1)N2C(=O)OC(C)(C)C